C1(=CC=CC=C1)C1=C([O-])C=CC=C1.[Na+] sodium o-phenylphenoxide